C(#N)C1=C(C=C(C=C1)C1=NC=2C(=NC=CC2N2C(CCCC2)C#N)N1C1=C(C=C(C=C1)N1C[C@H](CC1)OC)F)F 1-(2-(4-cyano-3-fluorophenyl)-3-(2-fluoro-4-((S)-3-methoxypyrrolidine-1-yl)phenyl)-3H-imidazo[4,5-b]pyridine-7-yl)piperidine-2-carbonitrile